ethyl 4-[5-(1-hydroxy-1-methyl-ethyl)-2-phenoxy-phenyl]-6-methyl-7-oxo-1-(p-tolylsulfonyl)pyrrolo[2,3-c]pyridine-2-carboxylate OC(C)(C)C=1C=CC(=C(C1)C=1C2=C(C(N(C1)C)=O)N(C(=C2)C(=O)OCC)S(=O)(=O)C2=CC=C(C=C2)C)OC2=CC=CC=C2